S1C=NC(=C1)[C@H]1[C@@H](C1)C(=O)O (1R,2R)-2-thiazol-4-ylcyclopropanecarboxylic acid